[Sb](O)(O)(O)=O.[Cu](O)O Copper hydroxide antimonate